BrC1=C(C2=C(N(C(=N2)C)C)C=C1C1CC1)N 5-bromo-6-cyclopropyl-1,2-dimethyl-1H-benzo[d]imidazol-4-amine